C(C1=CC=CC=C1)OC1=NC(=CC=C1N1C(N(C2=C1C=CC(=C2)N2C[C@@H]([C@@H](CC2)CC(=O)OC(C)(C)C)C)C)=O)OCC2=CC=CC=C2 tert-butyl 2-[(3R,4S)-1-[1-(2,6-dibenzyloxy-3-pyridyl)-3-methyl-2-oxo-benzimidazol-5-yl]-3-methyl-4-piperidyl]acetate